[Cl-].C(CCC)N1C=[N+](C=C1)C 1-Butyl-3-Methylimidazolium chlorid